(E)-3-(5-chloro-2-((3-cyanobenzyl) oxy)-4-((3-(2,3-dihydrobenzo[b][1,4]dioxin-6-yl)-2-methylbenzyl) oxy) phenyl)-2-cyanoacrylate ClC=1C(=CC(=C(C1)/C=C(/C(=O)[O-])\C#N)OCC1=CC(=CC=C1)C#N)OCC1=C(C(=CC=C1)C1=CC2=C(OCCO2)C=C1)C